CC1=CC(=NO1)[C@]1([C@@H]2CCN(C[C@H]12)C1=CN=C2C(=N1)NN=C2C=2C=NC1=CC(=CC=C1C2)C(F)(F)F)CN ((1S,6R,7S)-7-(5-methylisoxazol-3-yl)-3-(3-(7-(trifluoromethyl)quinolin-3-yl)-1H-pyrazolo[3,4-b]pyrazin-6-yl)-3-azabicyclo[4.1.0]heptan-7-yl)methanamine